5-isobutyl-6-(2-(2-methyl-6-(trifluoromethyl)pyrimidin-4-yl)-2,8-diazaspiro[4.5]decan-8-yl)-1,5-dihydro-4H-pyrazolo[3,4-d]pyrimidin-4-one C(C(C)C)N1C(=NC2=C(C1=O)C=NN2)N2CCC1(CCN(C1)C1=NC(=NC(=C1)C(F)(F)F)C)CC2